COC=1C=2N(C=C(C1)C=1C=NN(C1)C)N=CC2C(=O)OC Methyl 4-methoxy-6-(1-methyl-1H-pyrazol-4-yl)pyrazolo[1,5-a]pyridine-3-carboxylate